tert-Butyl 5-((3aR,4R,6R,6aS)-6-(4-chloro-5-iodo-7H-pyrrolo[2,3-d]pyrimidin-7-yl)-2,2-dimethyltetrahydro-4H-cyclopenta[d][1,3]dioxol-4-yl)-3,6-dihydropyridine-1(2H)-carboxylate ClC=1C2=C(N=CN1)N(C=C2I)[C@@H]2C[C@@H]([C@@H]1[C@H]2OC(O1)(C)C)C1=CCCN(C1)C(=O)OC(C)(C)C